N-(5-(methylsulfanyl)-1,3,4-thiadiazol-2-yl)-5-(piperidin-1-yl)-1,3,4-oxadiazol-2-carboxamide CSC1=NN=C(S1)NC(=O)C=1OC(=NN1)N1CCCCC1